tetradeca-2,8,10-trien-4,6-diyne-1-ol C(C=CC#CC#CC=CC=CCCC)O